CC\C=C\CCCC (E)-3-octene